C(C1=CC=CC=C1)NCC(CCCN)C N-benzyl-2-methyl-1,5-pentanediamine